1,8-diisocyanato-2,4-dimethyloctane N(=C=O)CC(CC(CCCCN=C=O)C)C